perfluorotri-neopentyl-amine FC(C(C(F)(F)F)(C(F)(F)F)C(F)(F)F)(N(C(C(C(F)(F)F)(C(F)(F)F)C(F)(F)F)(F)F)C(C(C(F)(F)F)(C(F)(F)F)C(F)(F)F)(F)F)F